CC1=C(C(CCC1)(C)C)/C=C/C(=C/C=C/C(=C/C=C/C=C(\\C)/C=C/C=C(\\C)/C=C/[C@H]2C(=C[C@@H](CC2(C)C)O)C)/C)/C The molecule is a carotenol, the structure of which is (6'R)-beta,epsilon-carotene hydroxy-substituted at C-3' with R-stereochemistry. It derives from a hydride of a (6'R)-beta,epsilon-carotene.